FC1=CN=C2N1C=C(C=C2C(=O)NC2=CC(=CC=C2)C2(CC(C2)C)C2=NN=CN2C)CO 3-fluoro-6-(hydroxymethyl)-N-(3-((1s,3s)-3-methyl-1-(4-methyl-4H-1,2,4-triazol-3-yl)cyclobutyl)phenyl)imidazo[1,2-a]pyridine-8-carboxamide